quinazoline-8-carboxamide N1=CN=CC2=CC=CC(=C12)C(=O)N